tricaprinyl tricaprate O(C(=O)CCCCCCCCC)C(CCCCCCCCC)=O.O(C(=O)CCCCCCCCC)C(CCCCCCCCC)=O.O(C(=O)CCCCCCCCC)C(CCCCCCCCC)=O